C(C)(C)(C)N(CC(=O)O)C(C1=CC(=CC=C1)O)=O Tert-butyl-N-(3-hydroxybenzoyl)glycine